6-(2-chloro-6-fluorophenyl)-4-((4-(4-Methyl-2-oxopiperazin-1-yl)phenyl)amino)pyridazine-3-carboxamide ClC1=C(C(=CC=C1)F)C1=CC(=C(N=N1)C(=O)N)NC1=CC=C(C=C1)N1C(CN(CC1)C)=O